7-(5-{2',7-dimethyl-1H,2'H-[3,4'-biindazol]-1-yl}pyridin-2-yl)-2,7-diazaspiro[3.5]nonan-1-one CN1N=C2C=CC=C(C2=C1)C1=NN(C2=C(C=CC=C12)C)C=1C=CC(=NC1)N1CCC2(CNC2=O)CC1